C(C)C=C(C(=O)O)C.C(\C=C\C)(=O)OCC ethyl crotonate (ethyl methacrylate)